(S)-2-(bis(t-butoxycarbonyl)amino)-5-oxopentanoic acid tert-butyl ester C(C)(C)(C)OC([C@H](CCC=O)N(C(=O)OC(C)(C)C)C(=O)OC(C)(C)C)=O